C1=CC(=CC=C1C=O)N=[N+]=[N-] P-AZIDOBENZALDEHYDE